methacryloxytris(2-methoxyethoxy)silane C(C(=C)C)(=O)O[Si](OCCOC)(OCCOC)OCCOC